OC=1C(=CC=C2C[C@@H](COC12)C1=C(C=C(C=C1)OC)O)OC (3R)-8,2'-dihydroxy-7,4'-dimethoxyisoflavane